N[C@@H](CS)C(=O)O.[K].[K] dipotassium cysteine